N1=C2C(=CC=C1)CN(C2)C2=C(C=C1C(C(=CN(C1=C2)C=2C=NC(=CC2C)N(C)C)C(=O)O)=O)F 7-(5,7-dihydro-6H-pyrrolo[3,4-b]pyridin-6-yl)-1-(6-(dimethylamino)-4-methylpyridin-3-yl)-6-fluoro-4-oxo-1,4-dihydroquinoline-3-carboxylic acid